FC1(CN(C1)C(CN1N=CC2=NC=C(C=C21)C2=C(C(=CC=C2)C)F)=O)F 1-(3,3-Difluoroazetidin-1-yl)-2-[6-(2-fluoro-3-methyl-phenyl)pyrazolo[4,3-b]pyridin-1-yl]ethanone